N-(1-(1-(2-(4-(3-Chloro-2-methylphenyl)piperazin-1-yl)-2-oxoethyl)-5-fluoro-4,5,6,7-tetrahydro-1H-indazol-3-carbonyl)piperidin-4-yl)acetamid ClC=1C(=C(C=CC1)N1CCN(CC1)C(CN1N=C(C=2CC(CCC12)F)C(=O)N1CCC(CC1)NC(C)=O)=O)C